ClC=1C=C(C=NC1C=1OC(CN1)(C)C)N 5-chloro-6-(5,5-dimethyl-4,5-dihydrooxazol-2-yl)pyridin-3-amine